C1(=CC=CC=C1)[C@H]([C@H]1CNC2=C(N1)N=CC=C2)NCCC=2C=CC(=NC2)C#N 5-(2-(((R)-phenyl((R)-1,2,3,4-tetrahydropyrido[2,3-b]pyrazin-3-yl)methyl)amino)ethyl)picolinonitrile